CONC(C1=CN=C(C=C1NC1=C(C=C(C=C1)C)N(S(=O)(=O)C)C)NC1=NC=C(C=C1)C)=O N-methoxy-4-((4-methyl-2-(N-methylmethanesulfonamido)phenyl)amino)-6-((5-methylpyridin-2-yl)amino)nicotinamide